N-(butylsulfonyl)-L-tyrosine C(CCC)S(=O)(=O)N[C@@H](CC1=CC=C(C=C1)O)C(=O)O